C(C)(=O)C(C(=O)[O-])C(C)=O.C(CCCCCCC)[Sn+2]CCCCCCCC.C(C)(=O)C(C(=O)[O-])C(C)=O dioctyltin diacetylacetate